C1(CC1)C=1C=2N(C=C(N1)NC(=O)C=1C=C3C=NN(C3=CC1)C)C=C(N2)[C@@H]2N(CCC2)C N-[8-cyclopropyl-2-[(2R)-1-methylpyrrolidin-2-yl]imidazo[1,2-a]pyrazin-6-yl]-1-methyl-indazole-5-carboxamide